ClC=1C(=NC(=NC1)NC1=C(C=C(C=C1)N1CCN(CC1)CCCCCCCNC1=C2C(N(C(C2=CC=C1)=O)C1C(NC(CC1)=O)=O)=O)OC)NC1=C(C=CC=C1)P(=O)(C)C 4-((7-(4-(4-((5-chloro-4-((2-(dimethylphosphoryl)phenyl)amino)pyrimidin-2-yl)amino)-3-methoxyphenyl)piperazin-1-yl)heptyl)amino)-2-(2,6-dioxopiperidin-3-yl)isoindoline-1,3-dione